ClCCC(=O)NC=1C=C(C(=NC1)C)NC(=O)C=1C=NN2C1SC(=C2)C=2C=NN(C2)CCOC N-(5-(3-chloropropanamido)-2-methylpyridin-3-yl)-2-(1-(2-methoxyethyl)-1H-pyrazol-4-yl)pyrazolo[5,1-b]thiazole-7-carboxamide